(3Z)-N-(2-hydroxy-3-piperidin-1-ylpropoxy)pyridine-3-carboximidoyl chloride C1CCN(CC1)CC(CO/N=C(/C2=CN=CC=C2)\Cl)O